N-((3,3-dimethyl-1,2,3,5,6,7-hexahydrodicyclopenta[b,e]pyridin-8-yl)carbamoyl)-1,3-dihydroxy-1,3-dihydrobenzo[c][1,2]oxaborole-5-sulfonimidamide CC1(CCC=2C1=NC1=C(C2NC(=O)NS(=O)(=N)C2=CC3=C(B(OC3O)O)C=C2)CCC1)C